8-bromo-1,6-naphthyridine-2-carboxylic acid BrC=1C=NC=C2C=CC(=NC12)C(=O)O